C1(CC1)[C@H](C(C)(C)O)N1CC2=CC=CC(=C2C1=O)NC(C1=C(C(=NC=C1)OC)C)=O (R)-N-(2-(1-cyclopropyl-2-hydroxy-2-methylpropyl)-3-oxoisoindolin-4-yl)-2-methoxy-3-methylisonicotinamide